(4-chlorophenoxy)-2,2-dimethylbutyric acid ClC1=CC=C(OC(C(C(=O)O)(C)C)C)C=C1